6-(3-Fluoroazetidin-1-yl)pyridin-3-amine FC1CN(C1)C1=CC=C(C=N1)N